C1(=CC=CC=C1)C1(CC=CC(=C1)OC)\C=C\CCC (E)-1-phenyl-5-methoxyphenyl-1-penten